N-(1-ethyl-1H-pyrazol-4-yl)-4-(((3S,4R)-4-fluoropiperidin-3-yl)oxy)-5-methyl-7H-pyrrolo[2,3-d]pyrimidin-2-amine C(C)N1N=CC(=C1)NC=1N=C(C2=C(N1)NC=C2C)O[C@H]2CNCC[C@H]2F